(1R,5S,6R)-3-[(tert-Butyldiphenylsilyl)oxy]bicyclo[3.1.0]hexane-6-carboxylic acid ethyl ester C(C)OC(=O)C1[C@H]2CC(C[C@@H]12)O[Si](C1=CC=CC=C1)(C1=CC=CC=C1)C(C)(C)C